OC1C=CC(CC2C=CC(O)=CC=2)=CC=1 4,4'-Dihydroxydiphenylmethane